FC(OC1=CC2=C(C=N1)N=C(N2)C=2C=C(C=CC2)NC2=NC=C(C=N2)C2=NC(=CC=C2)F)F N-(3-(6-(difluoromethoxy)-1H-imidazo[4,5-c]pyridin-2-yl)phenyl)-5-(6-fluoropyridin-2-yl)pyrimidin-2-amine